C(C1=CC=CC=C1)N(C(=O)C=1C=CC=2N(C1)C(=CN2)C=2C=CC(=NC2)NC(OC)=O)C2=CC=C(C=C2)F methyl N-[5-[6-[benzyl-(4-fluorophenyl)carbamoyl]imidazo[1,2-a]pyridin-3-yl]-2-pyridyl]carbamate